C(C)(=O)C1=CN(C2=CC=C(C=C12)C1=CN=NC=C1)CC(=O)N1[C@@H](C[C@H](C1)F)C(=O)NC1=NC(=NS1)C1=CC(=CC=C1)Cl (2S,4R)-1-(2-(3-acetyl-5-(pyridazin-4-yl)-1H-indol-1-yl)acetyl)-N-(3-(3-chlorophenyl)-1,2,4-thiadiazol-5-yl)-4-fluoropyrrolidine-2-carboxamide